OC1=C(C2=CC=CC=C2C=C1)\C=N\C1=CC=C(C=C1)[B-](C1=CC=CC=C1)(C1=CC=CC=C1)C1=CC=CC=C1.[Na+] sodium {4-[(E)-[(2-hydroxynaphthalen-1-yl)methylidene]amino]phenyl}triphenylborate